C(C)(C)(C)OC(=O)N[C@@H](C)C1=CC=C(C=C1)N1[C@@H](CCC1)C(=O)OC methyl (4-((S)-1-((tert-butoxycarbonyl)amino)ethyl)phenyl)-L-prolinate